racemic-trans-2-(pyridin-2-yldisulfanyl)cycloheptan-1-ol N1=C(C=CC=C1)SS[C@H]1[C@@H](CCCCC1)O |r|